(S)-6-(4-chlorophenyl)-N-(1-(4-pyridyl)ethyl)-2-(1-methyl-1H-pyrazol-4-yl)pyrimidine-4-carboxamide ClC1=CC=C(C=C1)C1=CC(=NC(=N1)C=1C=NN(C1)C)C(=O)N[C@@H](C)C1=CC=NC=C1